methyl 4-(3-bromo-2-methyl-phenoxy)cyclohexanecarboxylate BrC=1C(=C(OC2CCC(CC2)C(=O)OC)C=CC1)C